NC1=C(C=NN1C1=CC2=C(NC(=N2)C2CC2)C=C1)C(=O)C=1N(C2=CC=CC=C2C1)S(=O)(=O)C1=CC=CC=C1 (5-amino-1-(2-cyclopropyl-1H-benzo[d]imidazol-5-yl)-1H-pyrazol-4-yl)(1-(phenylsulfonyl)-1H-indol-2-yl)methanone